FC=1C=C(C=CC1)CC=1SC(=CN1)NC(C(C)C)=O N-[2-[(3-fluorophenyl)methyl]thiazol-5-yl]-2-methyl-propionamide